[Pd].C1(=C(C=CC=C1)P)C.C1(=C(C=CC=C1)P)C.C1(=C(C=CC=C1)P)C tris(o-tolylphosphine) palladium (0)